ClC=1C=CC=C2C=CC=C(C12)C1=CC=C2C=CC(=NC2=C1)OC[C@H]1N(CCC1)C 7-(8-Chloronaphthalen-1-yl)-2-(((S)-1-methylpyrrolidin-2-yl)methoxy)quinoline